C(C)[C@@H]1N(C[C@H](N(C1)C(C)C1=CC=C2C=C(N=CC2=C1)C)CC)C=1C=2C(N(C(C1)=O)C)=CN(N2)CC#N 2-(7-((2S,5R)-2,5-diethyl-4-(1-(3-methylisoquinolin-7-yl)ethyl)piperazin-1-yl)-4-methyl-5-oxo-4,5-dihydro-2H-pyrazolo[4,3-b]pyridin-2-yl)acetonitrile